4-((2-amino-6-oxo-1H-purin-7-yl)methyl)phenylboronic acid NC=1NC(C=2N(C=NC2N1)CC1=CC=C(C=C1)B(O)O)=O